C(C)C=1C(NC=2C=C(C=NC2C1)CN1CCN(CC1)C=1C=CC(=NC1)C(=O)N)=O 5-[4-[(7-Ethyl-6-oxo-5H-1,5-naphthyridin-3-yl)methyl]piperazin-1-yl]pyridin-2-carboxamid